FS(C1=CC=C(C=C1)F)(F)(F)(F)F pentafluoro(4-fluorophenyl)-lambda6-Sulfane